7-(bromomethyl)-4-methoxy-2-naphthoic acid ethyl ester C(C)OC(=O)C1=CC2=CC(=CC=C2C(=C1)OC)CBr